(S)-N-(6-Methyl-5-((4-(2-(piperidin-3-ylamino)pyrimidin-4-yl)pyridazin-3-yl)oxy)naphthalen-1-yl)cyclopropancarboxamid CC=1C(=C2C=CC=C(C2=CC1)NC(=O)C1CC1)OC=1N=NC=CC1C1=NC(=NC=C1)N[C@@H]1CNCCC1